C(C)(C)(C)C1=NN(C2=CC=C(C=C12)C#CC1=NC(=NC=C1)C1=NC(=NC=C1)Cl)C(=O)OC1=C(C(=NC2=CC=CC=C12)C)CC1=CC=C(C=C1)I 2-methyl-3-(4-iodobenzyl)quinolin-4-ol tert-butyl-5-((2'-chloro-[2,4'-bipyrimidin]-4-yl)ethynyl)-1H-indazole-1-carboxylate